ClC1=C(C=CC(=C1)F)NS(=O)(=O)C1=CC=C(C=C1)NC(NCC=1C=NC=CC1)=O 3-{4-[(2-chloro-4-fluorophenyl)sulfamoyl]phenyl}-1-(pyridin-3-ylmethyl)urea